C1(CC1)C1=NC=NC(=C1C=1N=C(C2=C(N1)N(C=C2C#N)COCC[Si](C)(C)C)OCC2=CC=C(C=C2)C=2N(C=C(N2)C(F)(F)F)C)OC 2-(4-cyclopropyl-6-methoxy-pyrimidin-5-yl)-4-[[4-[1-methyl-4-(trifluoromethyl)imidazol-2-yl]phenyl]methoxy]-7-(2-trimethylsilylethoxymethyl)pyrrolo[2,3-d]pyrimidine-5-carbonitrile